nonyl 8-((6-((6,6-bis(hex-2-yn-1-yloxy)hexanoyl)oxy)hexyl)(2-hydroxyethyl)amino)octanoate C(C#CCCC)OC(CCCCC(=O)OCCCCCCN(CCCCCCCC(=O)OCCCCCCCCC)CCO)OCC#CCCC